(1R,2S,5S)-3-[(2S)-3-cyclopropyl-2-[(2,2,2-trifluoroacetyl)amino]propanoyl]-6,6-dimethyl-3-azabicyclo[3.1.0]hexane-2-carboxylic acid C1(CC1)C[C@@H](C(=O)N1[C@@H]([C@H]2C([C@H]2C1)(C)C)C(=O)O)NC(C(F)(F)F)=O